(3aS,5S,6aR)-5-(2,4-difluorophenoxy)-2-((2R)-2-hydroxy-2-(1-(tetrahydro-2H-pyran-2-yl)-1H-indazol-5-yl)ethyl)hexahydrocyclopenta[c]pyrrol FC1=C(OC2C[C@H]3[C@H](CN(C3)C[C@@H](C=3C=C4C=NN(C4=CC3)C3OCCCC3)O)C2)C=CC(=C1)F